(S)-2-(6-Chloro-2-((R)-3,3,3-trifluoro-2-hydroxy-2-methylpropionyl)-1,2,3,4-tetrahydroisoquinoline-8-yl)pyrrolidine-1-carboxylic acid tert-butyl ester C(C)(C)(C)OC(=O)N1[C@@H](CCC1)C=1C=C(C=C2CCN(CC12)C([C@@](C(F)(F)F)(C)O)=O)Cl